3-(bromomethyl)-1-(methylsulfonyl)pyrrolidine BrCC1CN(CC1)S(=O)(=O)C